FC=1C=C(CN2C(=NC=3C2=NC=CC3)CCC(=O)NCC3=CC=C(C=C3)N(C)C)C=CC1F 3-[3-(3,4-Difluoro-benzyl)-3H-imidazo[4,5-b]pyridin-2-yl]-N-(4-dimethylamino-benzyl)-propionamide